C(#N)C1=CC(=C(C(=O)N)C=C1)NC1=C(C=C(C=C1)I)F 4-cyano-2-((2-fluoro-4-iodophenyl)amino)benzamide